4-(6-amino-3-pyridinyl)morpholin-3-one NC1=CC=C(C=N1)N1C(COCC1)=O